zinc (dl)-methionine N[C@@H](CCSC)C(=O)O.[Zn] |r|